6-(difluoromethoxy)-2-azaspiro[3.3]heptane FC(OC1CC2(CNC2)C1)F